C1(CC1)C1=C(C(=NO1)C1=CC(=CC=C1)OC)CO[C@H]1[C@@H]2CN([C@H](C1)C2)C=2SC1=C(N2)C(=CC(=C1)C(=O)O)F 2-((1S,4S,5R)-5-((5-cyclopropyl-3-(3-methoxyphenyl)isoxazol-4-yl)methoxy)-2-azabicyclo[2.2.1]heptan-2-yl)-4-fluorobenzo[d]thiazole-6-carboxylic acid